BrC=1C=C(OC2=C(C=C(C=C2Cl)N2N=C(C(NC2=O)=O)NC(OC(C)(C)C)=O)Cl)C=CC1[N+](=O)[O-] t-butyl N-[2-[4-(3-bromo-4-nitro-phenoxy)-3,5-dichlorophenyl]-3,5-dioxo-1,2,4-triazin-6-yl]carbamate